ethyl ((5-(3-(2-(cyclohexanecarboxamido) benzo[d]thiazol-7-yl) phenyl) furan-2-yl) (phenoxy) phosphoryl)-L-alaninate C1(CCCCC1)C(=O)NC=1SC2=C(N1)C=CC=C2C=2C=C(C=CC2)C2=CC=C(O2)P(=O)(OC2=CC=CC=C2)N[C@@H](C)C(=O)OCC